N-(bicyclo[2.2.1]heptan-1-yl)-2-(1H-imidazol-1-yl)isonicotinamide C12(CCC(CC1)C2)NC(C2=CC(=NC=C2)N2C=NC=C2)=O